BrC1=CC=C(C2=C1NC(=N2)CO)C(=O)O 7-bromo-2-(hydroxymethyl)-1H-benzo[d]imidazole-4-carboxylic acid